4-(3-aminophenyl)-2-benzylphthalazin-1(2H)-one hydrochloride Cl.NC=1C=C(C=CC1)C1=NN(C(C2=CC=CC=C12)=O)CC1=CC=CC=C1